COC=1C=C(C=CC1OC)CN(C=1N=C(C=C2C=C(N=CC12)NC(=O)C1C(C1C)CO)C=1C=NC=CC1C)CC1=CC(=C(C=C1)OC)OC N-(8-[bis[(3,4-dimethoxyphenyl)methyl]amino]-6-(4-methylpyridin-3-yl)-2,7-naphthyridin-3-yl)-2-(hydroxymethyl)-3-methylcyclopropane-1-carboxamide